N4-isopropyl-N4-methyl-pyrimidine-4,6-diamine C(C)(C)N(C1=NC=NC(=C1)N)C